(R)-N-(2-(1-(3-chloro-4-((3,5-difluoropyridin-2-yl)methoxy-d2)-5',6-dimethyl-2-carbonyl-2H-[1,4'-bipyridin]-2'-yl)-4-fluoro-1H-pyrazol-3-yl)propan-2-yl)-N-methylacetamide ClC=1C(N(C(=CC1OC([2H])([2H])C1=NC=C(C=C1F)F)C)C1=CC(=NC=C1C)N1N=C(C(=C1)F)C(C)(C)N(C(C)=O)C)=C=O